4-chloro-2-fluoro-N-(1-((4-fluorophenyl)sulfonyl)-1,2,3,4-tetrahydroquinolin-7-yl)benzenesulfonamide tert-butyl-4-(4-aminopyrazol-1-yl)piperidine-1-carboxylate C(C)(C)(C)OC(=O)N1CCC(CC1)N1N=CC(=C1)N.ClC1=CC(=C(C=C1)S(=O)(=O)NC1=CC=C2CCCN(C2=C1)S(=O)(=O)C1=CC=C(C=C1)F)F